rac-1-(1H-benzoimidazol-5-yl)-4-phenylazetidin-2-one N1C=NC2=C1C=CC(=C2)N2C(C[C@@H]2C2=CC=CC=C2)=O |r|